CN1C(OC2=C1C=CC(=C2)C2CC(N(CC2)C(=O)OC(C)(C)C)=O)=O tert-Butyl 4-(3-methyl-2-oxo-1,3-benzoxazol-6-yl)-2-oxo-piperidine-1-carboxylate